3-(2-(4-(2-(pyrrolidin-1-yl)ethoxy)phenylamino)thieno[3,2-d]pyrimidin-7-yl)benzenesulfonamide N1(CCCC1)CCOC1=CC=C(C=C1)NC=1N=CC2=C(N1)C(=CS2)C=2C=C(C=CC2)S(=O)(=O)N